zinc di(heptylphenyl) dithiophosphate P(=S)(SC1=C(C=CC=C1)CCCCCCC)(OC1=C(C=CC=C1)CCCCCCC)[O-].[Zn+2].C(CCCCCC)C1=C(C=CC=C1)SP(=S)(OC1=C(C=CC=C1)CCCCCCC)[O-]